ClC1=C(N(C(C2=C(C=CC=C12)SC1=CC=NC=C1)=O)C1=CC=CC=C1)[C@H](C)NC=1C2=C(N=CN1)NC=CC2=O (S)-4-((1-(4-chloro-1-oxo-2-phenyl-8-(pyridin-4-ylthio)-1,2-dihydroisoquinolin-3-yl)ethyl)amino)pyrido[2,3-d]pyrimidin-5(8H)-one